methyl (S)-2-amino-4-((((2R,3S,4R,5R)-5-(6-amino-9H-purin-9-yl)-3,4-dihydroxytetrahydrofuran-2-yl)methyl)(3-(phenethylamino)propyl)amino)butanoate N[C@H](C(=O)OC)CCN(CCCNCCC1=CC=CC=C1)C[C@H]1O[C@H]([C@@H]([C@@H]1O)O)N1C2=NC=NC(=C2N=C1)N